C(C)(C)(C)OC(=O)N1CCC(CC1)(C(F)(F)F)N 4-amino-4-(trifluoromethyl)piperidine-1-carboxylic acid tert-butyl ester